4-(2-methylphenyl)-2-(4-methylpiperazin-1-yl)-5H-naphtho[1,2-d]imidazol-5-one CC1=C(C=CC=C1)C=1C(C2=CC=CC=C2C2=NC(=NC21)N2CCN(CC2)C)=O